1-BUTOXYHEXANE C(CCC)OCCCCCC